N-(2-Cyano-3-fluorobenzyl)-N-(2-oxo-2-((2'-oxo-1,1',2',3-tetrahydrospiro[indene-2,3'-pyrrolo[2,3-b]pyridin]-5-yl)amino)ethyl)pivalamide C(#N)C1=C(CN(C(C(C)(C)C)=O)CC(NC=2C=C3CC4(C(NC5=NC=CC=C54)=O)CC3=CC2)=O)C=CC=C1F